O1CCOC12CCC(CC2)SCC2=NC1=CC(=CC=C1C(N2)=O)Br 2-((1,4-dioxaspiro[4.5]dec-8-ylthio)methyl)-7-bromoquinazolin-4(3H)-one